3-amino-2-cyano-quinoxaline-N1,N4-dioxide NC=1C(=[N+](C2=CC=CC=C2[N+]1[O-])[O-])C#N